CN1C=CC2=C(C=CC=C12)C1=C(C=O)C=CC=C1 2-(1-methyl-1H-indole-4-yl)benzaldehyde